N1C=C(C=2C1=NC=CC2)S(=O)(=O)N 1H-pyrrolo[2,3-b]pyridine-3-sulfonamide